C1(=CC=CC=C1)C1=C(C(C(=C(C1=N)C(=O)O)C1=CC=CC=C1)=N)C(=O)O diphenyl-2,5-dicarboxy-1,4-benzoquinone diimine